NC1=CC2=C(N(C(N2CCC(C)(C)O)=O)C)C=C1 5-amino-3-(3-hydroxy-3-methyl-butyl)-1-methylbenzimidazol-2-one